NICKEL OXIDE HYDROXIDE [OH-].[Ni+]=O